O=S1(N(C(C2=C1C=CC=C2)CC(=O)O)C2=CC=CC=C2)=O 2-(1,1-dioxo-2-phenyl-2,3-dihydro-1H-benzo[d]isothiazol-3-yl)acetic acid